C(C#C)(=O)OCC(C)(C)OC(C)C1=CC(CC1)(C)C 2-[1-(3,3-dimethyl-1-cyclopenten-1-yl)ethoxy]-2-methylpropyl propiolate